7,4'-dihydroxy-8-methoxyl-isoflavane OC1=CC=C2CC(COC2=C1OC)C1=CC=C(C=C1)O